2-[2-(2,4-difluorophenyl)phenyl]-1-ethyl-benzimidazole-5-carboxylic acid FC1=C(C=CC(=C1)F)C1=C(C=CC=C1)C1=NC2=C(N1CC)C=CC(=C2)C(=O)O